4-[1-(Benzenesulfonyl)-2-methyl-pyrrolo[2,3-b]pyridin-4-yl]-3-methyl-aniline C1(=CC=CC=C1)S(=O)(=O)N1C(=CC=2C1=NC=CC2C2=C(C=C(N)C=C2)C)C